C1(CCCCC1)[N-]C1CCCCC1 bis-cyclohexylamide